diethyl (4-amino-3-methoxyphenyl)phosphonate NC1=C(C=C(C=C1)P(OCC)(OCC)=O)OC